O=C1C=2NC(=NC2N2C(N1CCC)=NC=C2)C=2C=NN(C2)CC=2C=C(C#N)C=CC2 3-[[4-(4-oxo-5-propyl-3H-imidazo[2,1-b]purin-2-yl)pyrazol-1-yl]methyl]benzonitrile